FC=1C=2N(C=C(C1)NC(=O)N1CCC=3C1=NC=CC3N3CCN(C1(COC1)C3)C(=O)OC(C)(C)C)C=C(N2)C tert-butyl 8-(1-((8-fluoro-2-methylimidazo[1,2-a]pyridin-6-yl)carbamoyl)-2,3-dihydro-1H-pyrrolo[2,3-b]pyridin-4-yl)-2-oxa-5,8-diazaspiro[3.5]nonane-5-carboxylate